C(C1=CC=CC=C1)N1CC2=CN=C(C=C2C(C1=O)(C(=O)OC)C)Cl methyl 2-benzyl-6-chloro-4-methyl-3-oxo-1H-2,7-naphthyridine-4-carboxylate